ClC=1C=C(C=CC1)C=1C(=CN(C(C1)=O)C)C=1C=NN(C1)C1=C(C#N)C=CC=C1 2-{4-[4-(3-Chloro-phenyl)-1-methyl-6-oxo-1,6-dihydro-pyridin-3-yl]-pyrazol-1-yl}-benzonitrile